NC1=C(C=C(OC2=C(C=C(C=C2Cl)B(O)O)Cl)C=C1)Cl (4-(4-amino-3-chlorophenoxy)-3,5-dichlorophenyl)boronic acid